C(#N)[C@H]1[C@@H](CCC1)N1N=C(C(=C1)C(=O)N)NC=1C=CC2=C(C=CB(O2)O)C1 1-(trans-2-cyanocyclopentyl)-3-[(2-hydroxy-1,2-benzoxaborinin-6-yl)amino]pyrazole-4-carboxamide